O[C@@H](CC(=O)O)CCCCCCCCCCC 3-(R)-hydroxytetradecanoic acid